dicyclohexyl-(2',4',6'-triisopropylbiphenyl-2-yl)phosphine oxide C1(CCCCC1)P(C1=C(C=CC=C1)C1=C(C=C(C=C1C(C)C)C(C)C)C(C)C)(C1CCCCC1)=O